CC1=NC=CC=C1S(=O)(=O)C1=CC=C(C=C1)CNC(=O)C1=CC=2C(=CN=CC2)S1 N-{[4-(methylpyridine-3-sulfonyl)phenyl]methyl}thieno[2,3-c]pyridine-2-carboxamide